C1(CCCC1)C(=O)ON=C(C1=C(C=CC=C1)C)C1=CC=CC=C1 methyl-((diphenylmethylene) amino) cyclopentane-1-carboxylate